Isopropyl-((((1S,4R)-4-(2-amino-6-methoxy-9H-purin-9-yl)cyclopent-2-en-1-yl)methoxy) (3,4-dimethoxyphenoxy)phosphoryl)-L-alaninat C(C)(C)N([C@@H](C)C(=O)[O-])P(=O)(OC1=CC(=C(C=C1)OC)OC)OC[C@@H]1C=C[C@@H](C1)N1C2=NC(=NC(=C2N=C1)OC)N